8-(naphthalen-1-ylmethyl)-6-oxo-7-phenethoxy-2-propyl-9-(3-(trifluoromethyl)phenyl)-3,4-dihydro-2H,6H-pyrido[1,2-e][1,2,5]thiadiazine-4-carboxylic acid 1,1-dioxide C1(=CC=CC2=CC=CC=C12)CC=1C(=C2N(C(CN(S2(=O)=O)CCC)C(=O)O)C(C1OCCC1=CC=CC=C1)=O)C1=CC(=CC=C1)C(F)(F)F